C(C1=CC=CC=C1)NS(=O)(=O)C=1C=C(C=CC1)C=1N=C2C(=NC=NC2=CC1)N1CC(N(CCC1)C)=O 4-{6-[m-(benzylaminosulfonyl)phenyl]-1,3,5-triaza-4-naphthyl}-1-methyl-1,4-diazepan-2-one